N-[(1S)-1-(1-isopropylazetidin-3-yl)ethyl]-5-[4-(trifluoromethyl)phenyl]naphthalene-2-carboxamide C(C)(C)N1CC(C1)[C@H](C)NC(=O)C1=CC2=CC=CC(=C2C=C1)C1=CC=C(C=C1)C(F)(F)F